C(C=C)(=O)N1[C@@H](CN(CC1)C1=C(C(N(C2=NC(=C(C=C12)Cl)C1=C(C(=CC(=C1F)Cl)Cl)N)C=1C(=NC=NC1C(C)C)C(C)C)=O)C#N)C ((R)-4-acryloyl-3-methylpiperazin-1-yl)-7-(2-amino-3,5-dichloro-6-fluorophenyl)-6-chloro-1-(4,6-diisopropylpyrimidin-5-yl)-2-oxo-1,2-dihydro-1,8-naphthyridine-3-carbonitrile